2-((diethylphosphoryl)methyl)-[1,1'-biphenyl]-4,4'-dicarboxylic acid C(C)P(=O)(CC)CC1=C(C=CC(=C1)C(=O)O)C1=CC=C(C=C1)C(=O)O